2-(heptan-4-yloxy)imidazo[2,1-f][1,2,4]triazin-4-amine CCCC(CCC)OC1=NN2C(C(=N1)N)=NC=C2